5-(2-methylpyrimidin-5-yl)-1H-indazole-1,6-dicarboxylic acid 1-(tert-butyl) 6-methyl ester COC(=O)C1=C(C=C2C=NN(C2=C1)C(=O)OC(C)(C)C)C=1C=NC(=NC1)C